4-phenyl-1,3-oxazol C1(=CC=CC=C1)C=1N=COC1